(2-aminoethyl)amino-ethyl-1,2-ethanediamine NCCNC(CN)(N)CC